BrC=1C(=C(C=CC1)B1OC(C(O1)(C)C)(C)C)Cl 2-(3-bromo-2-chlorophenyl)-4,4,5,5-tetramethyl-1,3,2-dioxaborolane